(S)-(1,3-dimethyl-1H-pyrazol-4-yl)(6-(3-methyl-1H-pyrrolo[2,3-b]pyridine-5-yl)-8-(pyrrolidin-2-yl)-3,4-dihydroisoquinolin-2(1H)-yl)methanone CN1N=C(C(=C1)C(=O)N1CC2=C(C=C(C=C2CC1)C=1C=C2C(=NC1)NC=C2C)[C@H]2NCCC2)C